N=1NN=NC1C1=CC=C(C=C1)NCCCNC1=CC(=NC2=CC=CC=C12)C1=CC=C(C=C1)OC N1-(4-(2H-Tetrazol-5-yl)phenyl)-N3-(2-(4-methoxyphenyl)quinolin-4-yl)propane-1,3-diamine